4-methylsulfanyl-butanoic acid CSCCCC(=O)O